Cl.C[C@]1(CNCC1)O (S)-3-methylpyrrolidin-3-ol hydrochloride